COCC1=C(NCS(=O)(=O)[O-])C=CC=C1 [2-(methoxy-methyl)anilino]methanesulfonate